COC=1C=C2C=C(C=NC2=CC1OCCCN1CCN(CC1)C)C#N 6-methoxy-7-[3-(4-methylpiperazin-1-yl)propoxy]quinoline-3-carbonitrile